methacryl-oxypropyltrimethoxysilane C(=O)(C(=C)C)OCCC[Si](OC)(OC)OC